(S)-4-((4-(cyclopropylethynyl)-6-fluoro-2-oxo-4-(trifluoromethyl)-1,2,3,4-tetrahydroquinazolin-7-yl)methyl)benzenesulfonamide C1(CC1)C#C[C@@]1(NC(NC2=CC(=C(C=C12)F)CC1=CC=C(C=C1)S(=O)(=O)N)=O)C(F)(F)F